2-AminoPurine NC1=NC=C2NC=NC2=N1